N-ethyl-N-[[(3S)-1,2,3,4-tetrahydroisoquinolin-3-yl]methyl]ethylamine C(C)N(C[C@H]1NCC2=CC=CC=C2C1)CC